C(C)S(=O)(=O)C=1C=CC(=NC1C=1C=NC=2N(C1)N=C(N2)C(F)(F)F)C2=CC=C(C#N)C=C2 4-(5-(ethylsulfonyl)-6-(2-(trifluoromethyl)-[1,2,4]triazolo[1,5-a]pyrimidin-6-yl)pyridin-2-yl)benzonitrile